methyl 2-(4-(3,5-difluorophenyl)-3-isopropyl-5-methyl-6-oxopyridazin-1(6H)-yl)acetate FC=1C=C(C=C(C1)F)C=1C(=NN(C(C1C)=O)CC(=O)OC)C(C)C